C(C)(C)(C)C=1C=C(C=C(C1)C(C)(C)C)C(C(=O)C1=CC(=CC(=C1)C(C)(C)C)C(C)(C)C)=O 1,2-bis(3,5-di-t-butylphenyl)ethane-1,2-dione